2,2-di-hydroxymethyl-propionic acid OCC(C(=O)O)(C)CO